5-(3-methyl-1-(1-methylpiperidin-4-yl)-2-oxo-2,3-dihydro-1H-benzo[d]imidazol-5-yl)benzoic acid CN1C(N(C2=C1C=C(C=C2)C=2C=CC=C(C(=O)O)C2)C2CCN(CC2)C)=O